C[C@@H]1N(CC[C@H]2[C@@H](CCC[C@H]12)[C@@H](C(F)(F)F)O)C(CC1=C(C(=NC=C1Cl)C(C)(C)O)Cl)=O 1-[(1S,4aR,5R,8aS)-1-methyl-5-[(1S)-2,2,2-trifluoro-1-hydroxy-ethyl]-3,4,4a,5,6,7,8,8a-octahydro-1H-isoquinolin-2-yl]-2-[3,5-dichloro-2-(1-hydroxy-1-methyl-ethyl)-4-pyridyl]ethanone